N-isopropyl-N-(2-(7-methoxynaphthalen-1-yl)ethyl)propan-2-amine C(C)(C)N(C(C)C)CCC1=CC=CC2=CC=C(C=C12)OC